N1(N=CC2=CC=CC=C12)C=1N=C(C2=C(N1)C=C(S2)CN2CCN(CC2)S(=O)(=O)C)N2CCOCC2 4-[2-(1H-Indazol-1-yl)-6-[[4-(methylsulfonyl)piperazin-1-yl]methyl]thieno[3,2-d]pyrimidin-4-yl]morpholine